ClC1C=2N(C3=C(CC14OCCO4)C=CC=C3)C(=NN2)C2CCC(CC2)(CCC)OC chloro-1'-(trans-4-methoxy-4-propylcyclohexyl)-4'H,6'H-spiro[1,3-dioxolan-2,5'-[1,2,4]triazolo[4,3-a][1]benzazepine]